5-(2-fluoro-6-hydroxy-4-(((5-methylisoxazol-3-yl)amino)methyl)phenyl)-1,2,5-thiadiazolidin-3-one FC1=C(C(=CC(=C1)CNC1=NOC(=C1)C)O)N1CC(NS1)=O